Cl\C(=C/[C@H]1C([C@H]1C(=O)O[C@H](C1=CC(=CC=C1)OC1=CC=CC=C1)C#N)(C)C)\C(F)(F)F (R)-α-cyano-3-phenoxybenzyl (Z)-(1S,3S)-3-(2-chloro-3,3,3-trifluoroprop-1-enyl)-2,2-dimethylcyclopropanecarboxylate